FC1=C(C=CC(=C1)C(F)(F)F)CN(C1CN(C1)C(=O)N1CC2(C1)CCCN(C2)C(=O)OC(C)(C)C)C tert-Butyl 2-[3-[[2-fluoro-4-(trifluoromethyl)phenyl]methyl-methyl-amino]azetidine-1-carbonyl]-2,8-diazaspiro[3.5]nonane-8-carboxylate